C(CC)O[Zn] propoxyzinc